4-(1-(2-hydroxy-2-methylpropyl)-1H-pyrazol-4-yl)-2-(methylsulfonyl)pyrimidine-5-carbonitrile OC(CN1N=CC(=C1)C1=NC(=NC=C1C#N)S(=O)(=O)C)(C)C